[Si](C)(C)(C(C)(C)C)OC[C@@H](C1=CC=C(C=C1)SCC)N[S@](=O)C(C)(C)C (R)-N-((R)-2-((tert-butyldimethylsilyl)oxy)-1-(4-(ethylthio)phenyl)ethyl)-2-methylpropane-2-sulfinamide